2-(4-fluoro-3-(trifluoromethyl)phenoxy)-5-(((6-methoxy-1-methyl-2-oxo-1,2-dihydropyrimidin-4-yl)oxy)methyl)benzonitrile FC1=C(C=C(OC2=C(C#N)C=C(C=C2)COC2=NC(N(C(=C2)OC)C)=O)C=C1)C(F)(F)F